3-(4-(4-((1-(4-((1R,2S)-6-hydroxy-2-phenyl-1,2,3,4-tetrahydronaphthalen-1-yl)phenyl)piperidin-4-yl)methyl)piperazin-1-yl)-6-oxopyridazin-1(6H)-yl)piperidine-2,6-dione OC=1C=C2CC[C@@H]([C@@H](C2=CC1)C1=CC=C(C=C1)N1CCC(CC1)CN1CCN(CC1)C=1C=NN(C(C1)=O)C1C(NC(CC1)=O)=O)C1=CC=CC=C1